COC=1C=2N(C=C(C1)C=1N=NN(C1C)C1CCN(CC1)C(=O)OC(C)(C)C)N=CC2 tert-Butyl 4-[4-(4-methoxypyrazolo[1,5-a]pyridin-6-yl)-5-methyl-triazol-1-yl]piperidine-1-carboxylate